C1(CC1)N1CCN(CC1)C1CCN(CC1)C=1C=C2C(=NC(=NC2=CC1OC)C)N[C@H](C)C=1C(=C(C#N)C=CC1)C (R)-3-(1-((6-(4-(4-cyclopropylpiperazin-1-yl)piperidin-1-yl)-7-methoxy-2-methylquinazolin-4-yl)amino)ethyl)-2-methylbenzonitrile